CS(=O)(=O)N1CC(CCC1)OCCCN {3-[(1-methanesulfonylpiperidin-3-yl)oxy]propyl}amine